ClC1=C(C(=CC=2C=C(OC21)C2=C1N=CC(=NC1=CC(=C2)C)COC)OC)F 5-(7-chloro-6-fluoro-5-methoxybenzofuran-2-yl)-2-(methoxymethyl)-7-methylquinoxaline